ClC1=CC2=C(N(C(N=C2C2CCNCC2)=O)C2=C(C=CC=C2CC)CC)N=C1C1=C(C=CC=C1)F 6-chloro-1-(2,6-diethylphenyl)-7-(2-fluorophenyl)-4-(piperidin-4-yl)pyrido[2,3-d]pyrimidin-2(1H)-one